Ferric oxide Titanium Titanium [Ti+4].[Ti+4].[O-2].[Fe+3]